C(CCCCCCCCCCCCCCC)C(CCCCCCCCC)(O)O cetyl-decanediol